2-{[(1S)-1-{4-[4-(4-acryloylpiperazin-1-yl)tetrahydro-2H-pyran-4-yl]phenyl}ethyl]amino}-7-oxo-8-(propan-2-yl)-7,8-dihydropyrido[2,3-d]pyrimidine-4-carbonitrile C(C=C)(=O)N1CCN(CC1)C1(CCOCC1)C1=CC=C(C=C1)[C@H](C)NC=1N=C(C2=C(N1)N(C(C=C2)=O)C(C)C)C#N